N1C[C@H](CC1)C(=O)O (S)-pyrrolidine-3-Carboxylic acid